C[C@H]1CN(CC=2C=CC(=NC12)N1CCNCC1)C1=CC=C(C2=C1CCO2)C#N (S)-4-(8-methyl-2-(piperazin-1-yl)-7,8-dihydro-1,6-naphthyridin-6(5H)-yl)-2,3-dihydrobenzofuran-7-carbonitrile